ClC=1C=C(C(=C(C1)C1=NN(C=C1C1=NC(=NC=C1)NC[C@H](C)NC(OC)=O)C(C)C)F)NS(=O)(=O)C methyl N-[(2S)-1-({4-[3-(5-chloro-2-fluoro-3-methanesulfonamidophenyl)-1-(propan-2-yl)-1H-pyrazol-4-yl]pyrimidin-2-yl}amino)propan-2-yl]carbamate